C1=CC=C2C(=C1)C(=CN2)C3=CC(=C(N3)C(=O)[O-])C4=CNC5=CC=CC=C54 The molecule is a monocarboxylic acid anion that is the conjugate base of protodeoxyviolaceinic acid, resulting from the removal of the proton from the carboxy group. Major structure at pH 7.3. It has a role as a bacterial metabolite. It is a conjugate base of a protodeoxyviolaceinic acid.